N2-allyl-3-bromopyridine-2,6-diamine C(C=C)NC1=NC(=CC=C1Br)N